6-nitroquinolin-2(1H)-one [N+](=O)([O-])C=1C=C2C=CC(NC2=CC1)=O